tert-butyl (2R)-2-[(6-cyclopropyl-3-pyridyl)carbamoyl]piperidine-1-carboxylate C1(CC1)C1=CC=C(C=N1)NC(=O)[C@@H]1N(CCCC1)C(=O)OC(C)(C)C